N-methyl-N,N-bis(dimethylaminoethoxyethyl)amine CN(CCOCCN(C)C)CCOCCN(C)C